N-acrylleucine C(=O)(C=C)N[C@@H](CC(C)C)C(=O)O